(S)-N-(4-(6-aminohex-1-yn-1-yl)-3-(hydroxymethyl)phenyl)-3-(2-(4-(4-chlorophenyl)-2,3,9-trimethyl-6H-thieno[3,2-f][1,2,4]triazolo[4,3-a][1,4]diazepin-6-yl)acetamido)propanamide NCCCCC#CC1=C(C=C(C=C1)NC(CCNC(C[C@H]1C=2N(C3=C(C(=N1)C1=CC=C(C=C1)Cl)C(=C(S3)C)C)C(=NN2)C)=O)=O)CO